C(C)(C)(C)N1N=C(C(=C1Cl)C=O)C(C)C 1-TERT-BUTYL-5-CHLORO-3-(PROPAN-2-YL)-1H-PYRAZOLE-4-CARBALDEHYDE